trimethyl-[2-[4-(trifluoromethyl)-2-pyridyl]ethynyl]silane C[Si](C#CC1=NC=CC(=C1)C(F)(F)F)(C)C